NC1=C(SC2=NC(=CC=C21)C)C(=O)N[C@@H]2CC=1C=CC(=NC1CC2)N2C[C@H]([C@H](C2)OCC)N 3-amino-N-[(6S)-2-[(3R,4S)-3-amino-4-ethoxypyrrolidin-1-yl]-5,6,7,8-tetrahydroquinolin-6-yl]-6-methylthieno[2,3-b]pyridine-2-carboxamide